6-ethoxy-2-fluoro-3-(methoxymethoxy)benzaldehyde C(C)OC1=CC=C(C(=C1C=O)F)OCOC